N'-hydroxy-3-(trifluoromethyl)benzamidine ON=C(C1=CC(=CC=C1)C(F)(F)F)N